N-(7-aminoheptyl)-5-(4-(3-aminoprop-1-yn-1-yl)phenyl)furan-2-carboxamide NCCCCCCCNC(=O)C=1OC(=CC1)C1=CC=C(C=C1)C#CCN